IC=1C=NN(C1)CC12CC3(CC(CC(C1)C3)C2)OC 4-iodo-1-[(3-methoxytricyclo[3.3.1.13,7]dec-1-yl)methyl]-1H-pyrazole